DL-α-methyl-propargylglycine C[C@@H](NCC#C)C(=O)O |r|